3-cyano-6-(((Tetrahydro-2H-pyran-4-yl)methyl)amino)pyrazolo[1,5-a]pyridin-4-yl trifluoromethanesulfonate FC(S(=O)(=O)OC=1C=2N(C=C(C1)NCC1CCOCC1)N=CC2C#N)(F)F